N1C(=CC=2C1=NC=CC2)C(=O)N2CCN(CC2)C(=O)C2=CC1=C(OC(O1)(F)F)C=C2 (4-(1H-pyrrolo[2,3-b]pyridine-2-carbonyl)piperazin-1-yl)(2,2-difluorobenzo[d][1,3]dioxol-5-yl)methanone